FC(OC1=CC=C(C=C1)S(=O)(=O)N1N=C2C(=C1)CN(C2)C([C@H](CO)C2=NC=CC=C2F)=O)F (2S)-1-{2-[4-(difluoromethoxy)benzenesulfonyl]-2H,4H,5H,6H-pyrrolo[3,4-c]pyrazol-5-yl}-2-(3-fluoropyridin-2-yl)-3-hydroxypropan-1-one